((3s,4s,7r)-4,7-dimethyl-1-((2-nitrophenyl)sulfonyl)azepin-3-yl)carbamic acid tert-butyl ester C(C)(C)(C)OC(NC1=CN(C(=CC=C1C)C)S(=O)(=O)C1=C(C=CC=C1)[N+](=O)[O-])=O